FC1=C(N(N=C1)C)C=1C=C(C=CC1OC)NC(N)=O 3-[3-(4-fluoro-2-methyl-2H-pyrazol-3-yl)-4-methoxyphenyl]-urea